C12OCC(C1)(C2)C2=NC(=CC(=N2)NC2=C(C=NC(=C2)NC(C)=O)C2=NC=C(C=C2)C(C)F)C N-(4'-((2-(2-oxabicyclo[2.1.1]hexan-4-yl)-6-methylpyrimidin-4-yl)amino)-5-(1-fluoroethyl)-[2,3'-bipyridin]-6'-yl)acetamide